4-(4-((4-methylhex-3-en-1-yl)oxy)phenyl)butan-2-one CC(=CCCOC1=CC=C(C=C1)CCC(C)=O)CC